2-(7,12-diphenylbenzo[k]fluoranthen-3-yl)benzonitrile C1(=CC=CC=C1)C1=C2C(=C(C=3C=4C=CC(=C5C=CC=C(C13)C54)C5=C(C#N)C=CC=C5)C5=CC=CC=C5)C=CC=C2